((1s,3s)-3-hydroxy-3-methylcyclohexyl)-6-methoxy-2H-indazole-5-carboxylic acid methyl ester COC(=O)C1=CC2=CN(N=C2C=C1OC)[C@@H]1C[C@@](CCC1)(C)O